Methyl 5-(3-(3-methoxycarbonyl-4-hydroxyphenylaminocarbonyl)-2,5-dibenzyloxybenzamido)-2-hydroxybenzoate COC(=O)C=1C=C(C=CC1O)NC(=O)C=1C(=C(C(=O)NC=2C=CC(=C(C(=O)OC)C2)O)C=C(C1)OCC1=CC=CC=C1)OCC1=CC=CC=C1